1-[4-(Trifluoromethoxy)phenyl]cyclopropane-carbonyl chloride FC(OC1=CC=C(C=C1)C1(CC1)C(=O)Cl)(F)F